N-(4-(2,4-difluorophenoxy)-3-(5-methyl-1H-pyrrolo[3,2-b]pyridin-7-yl)phenyl)ethanesulfonamide FC1=C(OC2=C(C=C(C=C2)NS(=O)(=O)CC)C2=C3C(=NC(=C2)C)C=CN3)C=CC(=C1)F